2-hydrazineylidenetetrahydropyrimidine-4(1H)-one N(N)=C1NCCC(N1)=O